CC1=CC=C(C=C1)N(C1=CC=C(C=C1)B(O)O)C1=CC=C(C=C1)C [4-[BIS(4-METHYLPHENYL)AMINO]PHENYL]-BORONIC ACID